The molecule is an iron coordination entity consisting of iron(III) coordinated to each of the hydroxy oxygens in the three catecholate units of vibriobactin. It derives from a vibriobactin. C[C@H]1[C@@H](N=C(O1)C2=C(C(=CC=C2)[O-])[O-])C(=O)NCCCN(CCCNC(=O)C3=C(C(=CC=C3)[O-])[O-])C(=O)[C@@H]4[C@H](OC(=N4)C5=C(C(=CC=C5)[O-])[O-])C.[Fe+3]